CC=1C(=NC(=NC1)NC1CCC(CC1)N)C1=CN=C2N1C=C(C=C2)NC=2C=NC=CC2 (1r,4r)-N1-(5-Methyl-4-(6-(pyridin-3-ylamino)imidazo[1,2-a]pyridin-3-yl)pyrimidin-2-yl)cyclohexan-1,4-diamin